O1C(=NC=C1)CNC1=CC=C(C=N1)C1=NC=CC=C1 N-(oxazol-2-ylmethyl)-[2,3'-bipyridin]-6'-amine